ClC1=C(C=CC=C1C1C(NC(CC1)=O)=O)C1=CC=C(C=C1)C1=CC=CC=2CN(S(C21)(=O)=O)C 3-(2-chloro-4'-(2-methyl-1,1-dioxido-2,3-dihydrobenzo[d]isothiazol-7-yl)-[1,1'-biphenyl]-3-yl)piperidine-2,6-dione